2-[(1S)-1-methylprop-2-ynyl]isoindoline-1,3-dione C[C@@H](C#C)N1C(C2=CC=CC=C2C1=O)=O